FC(C(C(C(=O)OCCCCCCCCCCCCCCCCCCCCCCCCCCCCCCCCCC)(F)F)(F)F)(F)F Tetratriacontyl heptafluorobutyrate